C(C=C)OCC1CC=CCC1 4-((allyloxy)methyl)cyclohex-1-ene